FC=1C=C(C=CC1B1OC(C(O1)(C)C)(C)C)N1C[C@H](N(CC1)C)C(C)C (R)-4-(3-fluoro-4-(4,4,5,5-tetramethyl-1,3,2-dioxaborolan-2-yl)phenyl)-2-isopropyl-1-methylpiperazine